2-(3-{5-[2-(2-hydroxyethoxy)pyrazolo[1,5-a]pyridin-3-ylamino]-2,4-dinitrophenylamino}pyrazolo[1,5-a]pyridin-2-yloxy)ethanol OCCOC1=NN2C(C=CC=C2)=C1NC=1C(=CC(=C(C1)NC=1C(=NN2C1C=CC=C2)OCCO)[N+](=O)[O-])[N+](=O)[O-]